C(=O)(O)C=1C=NC(=CC1)C(=O)O 3,6-dicarboxypyridin